methyl-3-methyl-ethyl-methyl-furan CC1=C(C(=C(O1)C)C)CC